2-(((2R,3R,4S,5R)-5-(6-amino-2-chloro-9H-purin-9-yl)-4-fluoro-3-hydroxytetrahydrofuran-2-yl)methoxy)-2-(4-(carboxymethyl)benzyl)malonic acid NC1=C2N=CN(C2=NC(=N1)Cl)[C@H]1[C@H]([C@@H]([C@H](O1)COC(C(=O)O)(C(=O)O)CC1=CC=C(C=C1)CC(=O)O)O)F